FC1(CCC(CC1)C(=O)N1CCC(CC1)N1CC(C1)(N1N=CC(=C1)C1=C2C(=NC=C1)NC=C2)CC#N)F {1-{1-[(4,4-difluorocyclohexyl)carbonyl]piperidin-4-yl}-3-[4-(1H-pyrrolo[2,3-b]pyridin-4-yl)-1H-pyrazol-1-yl]azetidin-3-yl}acetonitrile